2-(((6-chloro-2-(trifluoromethyl)pyrimidin-4-yl)(methyl)amino)methyl)thiomorpholine 1,1-dioxide ClC1=CC(=NC(=N1)C(F)(F)F)N(C)CC1CNCCS1(=O)=O